[3-(4-methyl-5-phenyl-4H-imidazo[1,2-b][1,2,4]triazol-2-yl)phenyl]methanol CN1C(=CN2N=C(N=C21)C=2C=C(C=CC2)CO)C2=CC=CC=C2